C(C)(C)(C)OC(=O)N(C1=CC(=NC=2N1N=CC2C(C)C)NC[C@@H]2[C@H](CN(CC2)C(=O)OC(C)(C)C)O)C([2H])([2H])C=2N=C1N(C=CC=C1)C2 tert-butyl (3r,4r)-4-(((7-((tert-butoxycarbonyl) (imidazo[1,2-a]pyridin-2-ylmethyl-d2) amino)-3-isopropylpyrazolo[1,5-a]pyrimidin-5-yl) amino) methyl)-3-hydroxypiperidine-1-carboxylate